(E)-3-(2-(1H-indol-7-yl)-6-nitrophenyl)-N,N-dimethylacrylamide N1C=CC2=CC=CC(=C12)C1=C(C(=CC=C1)[N+](=O)[O-])/C=C/C(=O)N(C)C